C(C)(C)(C)OC(=O)N1CC2=C(C=C(C=C2CC1)CN(C)C)N[C@@H]1COCC1 t-Butyl-(S)-6-((dimethylamino)methyl)-8-((tetrahydrofuran-3-yl) amino)-3,4-dihydroisoquinoline-2(1H)-carboxylate